[O].N[SiH3] aminosilane oxygen